Cl.NC1=CC=C(C=C1)N1C(=NC=2C1=NC(=CC2)C2=CC=CC=C2)C=2C(=NC=CC2)N 3-(3-(4-aminophenyl)-5-phenyl-3H-imidazo[4,5-b]pyridin-2-yl)pyridin-2-amine hydrochloride